FC1(CC(C1)C(=O)N1[C@H]([C@]2(C[C@H]1C)NC(COC2)=O)CC=2C(=C(C=CC2)C2=CC(=CC(=C2)F)F)F)F (1S,3R,5S)-2-(3,3-difluorocyclobutanecarbonyl)-3-methyl-1-({2,3',5'-trifluoro-[1,1'-biphenyl]-3-yl}methyl)-9-oxa-2,6-diazaspiro[4.5]decan-7-one